[Cl-].C(CCCCCCC)[NH2+]CCCCCCCC N,N-di-1-octylammonium chloride